(3S)-3-((S)-sec-butyl)-4-(3-hydroxypyrrolidine-1-carbonyl)-1,3,4,5-tetrahydro-2H-benzo[e][1,4]diazepin-2-one [C@H](C)(CC)[C@@H]1N(CC2=C(NC1=O)C=CC=C2)C(=O)N2CC(CC2)O